(2S,3S,4R,5R)-5-(2-(5-chloropyridin-3-yl)-6-((2-methoxyethyl)amino)-9H-purin-9-yl)-3,4-dihydroxyl-N-(methyl-d3)-tetrahydrofuran-2-carboxamide ClC=1C=C(C=NC1)C1=NC(=C2N=CN(C2=N1)[C@H]1[C@@H]([C@@H]([C@H](O1)C(=O)NC([2H])([2H])[2H])O)O)NCCOC